N-(trans-3-ethoxycyclobutyl)-5-(1-isopropyl-2-methyl-1H-imidazo[4,5-b]pyridin-6-yl)pyrrolo[2,1-f][1,2,4]triazin-2-amine C(C)O[C@@H]1C[C@H](C1)NC1=NN2C(C=N1)=C(C=C2)C=2C=C1C(=NC2)N=C(N1C(C)C)C